2,2',2''-(10-(2-((2-(4-hydroxy-3-methoxybenzamido)ethyl)amino)-2-oxoethyl)-1,4,7,10-tetraazacyclododecane-1,4,7-triyl)triacetic acid OC1=C(C=C(C(=O)NCCNC(CN2CCN(CCN(CCN(CC2)CC(=O)O)CC(=O)O)CC(=O)O)=O)C=C1)OC